FC1=C(C=CC=C1)[C@@H](C)OC(=O)NC=1C(=NOC1C1=CC=C(C=N1)NC(=O)C1C(CCCC1)C(=O)O)C 2-((6-(4-((((R)-1-(2-fluorophenyl)ethoxy)carbonyl)amino)-3-methylisoxazol-5-yl)pyridin-3-yl)carbamoyl)cyclohexane-1-carboxylic acid